4-[[1-[5-[(1S)-1-(2,2-difluoro-1,3-benzodioxol-5-yl)ethoxy]-3-pyridyl]-3-(trifluoromethyl)-4,5,6,7-tetrahydroindazol-7-yl]amino]benzoic acid FC1(OC2=C(O1)C=CC(=C2)[C@H](C)OC=2C=C(C=NC2)N2N=C(C=1CCCC(C21)NC2=CC=C(C(=O)O)C=C2)C(F)(F)F)F